N-propyl-monothiohexylmaleimide C(CC)N1C(C(=CC1=O)CCCCCC=S)=O